NC=1C=CC(=C2CN(C(C12)=O)CC(C(=O)N)=C)C=1C=C2C(=NNC2=C(C1)Cl)C=1SC=CC1 2-({7-amino-4-[7-chloro-3-(thiophen-2-yl)-1H-indazol-5-yl]-1-oxo-2,3-dihydro-1H-isoindol-2-yl}methyl)prop-2-enamide